OCC(C=O)C1=CC=C(C=C1)C 3-hydroxy-2-(p-tolyl)propan-1-one